6,6-Dimethyl-4a-phenylhexahydro-2H-benzo[b][1,4]oxazin-3(4H)-one CC1(CC2(C(OCC(N2)=O)CC1)C1=CC=CC=C1)C